(S)-1-(2,6-dichlorophenyl)ethanol ClC1=C(C(=CC=C1)Cl)[C@H](C)O